tert-butyl 2-((6-(1-methyl-1H-pyrazol-4-yl)pyrazolo[1,5-a]pyrazin-4-yl)oxy)-7-azaspiro[3.5]nonane-7-carboxylate CN1N=CC(=C1)C=1N=C(C=2N(C1)N=CC2)OC2CC1(C2)CCN(CC1)C(=O)OC(C)(C)C